C(C)(C)(C)C=1C=C(CCCP([O-])([O-])=O)C=C(C1O)C(C)(C)C.[Ca+2] calcium (3,5-di-t-butyl-4-hydroxybenzyl monoethylphosphonate)